ClC1=C(C=CC=C1)[C@@H](C)OC(=O)NC=1C(=NOC1C1=CC=C(C(=N1)C)NC(=O)[C@H]1[C@@H](CCCC1)C(=O)O)C (1R,2R)-2-((6-(4-((((R)-1-(2-chlorophenyl)ethoxy)carbonyl)amino)-3-methylisoxazol-5-yl)-2-methylpyridin-3-yl)carbamoyl)cyclohexane-1-carboxylic acid